10,10'-(1,2-phenylenebis(oxy))bis(decan-1-ol) C1(=C(C=CC=C1)OCCCCCCCCCCO)OCCCCCCCCCCO